C1=CC=CC2=CC3=CC4=CC5=CC6=CC7=CC8=CC9=CC%10=CC=CC=C%10C=C9C=C8C=C7C=C6C=C5C=C4C=C3C=C12 decacene